ClC1=CC=C(C=C1)C=1N=C2N(C=CC=C2)C1CN1CC2CCC(C1)N2C(=O)C2=NC(=CC=C2)OC (3-{[2-(4-Chlorophenyl)imidazo[1,2-a]pyridin-3-yl]methyl}-3,8-diazabicyclo[3.2.1]oct-8-yl)(6-methoxypyridin-2-yl)methanone